C1(CCCCC1)C=1CC2=CC=CC(=C2C1)CC 2-cyclohexyl-4-ethyl-1H-indene